C1(CC1)C=1N=NN(C1)[C@H](C(=O)N1[C@@H](C[C@H](C1)O)C(=O)NCC1CCN(CC1)S(=O)(=O)C(F)F)C(C)(C)C (2S,4r)-1-[(2S)-2-(4-cyclopropyl-triazol-1-yl)-3,3-dimethyl-butyryl]-N-[[1-(difluoromethylsulfonyl)-4-piperidinyl]methyl]-4-hydroxy-pyrrolidine-2-carboxamide